FC(C1=NN=C(S1)C1=NC=C2N1C=C(C=C2N2CC(CC2)O)S(=O)(=O)NC2(CC2)CF)F 3-(5-(difluoromethyl)-1,3,4-thiadiazol-2-yl)-N-(1-(fluoromethyl)cyclopropyl)-8-(3-hydroxypyrrolidin-1-yl)imidazo[1,5-a]pyridine-6-sulfonamide